5-(3-carboxypropyl)-1-methyl-4,5,6,7-tetrahydro-1H-imidazo[4,5-c]pyridine-2-carboxamide C(=O)(O)CCCN1CC2=C(CC1)N(C(=N2)C(=O)N)C